N=1C(C(N=C2C=CC=CC12)=O)=O quinoxaline-2,3-dione